2-[(1S,4S,5R)-5-{5-cyclopropyl-3-[2-(trifluoromethyl)phenyl]-1,2-oxazole-4-carbonyloxy}-2-azabicyclo[2.2.1]heptane-2-yl]-4-(trifluoromethoxy)-1,3-benzothiazole-6-carboxylic acid C1(CC1)C1=C(C(=NO1)C1=C(C=CC=C1)C(F)(F)F)C(=O)O[C@H]1[C@@H]2CN([C@H](C1)C2)C=2SC1=C(N2)C(=CC(=C1)C(=O)O)OC(F)(F)F